4-(4-(6-azaspiro[3.4]octan-6-ylmethyl)-3-methylbenzylamino)-2-(2,6-dioxopiperidin-3-yl)isoindoline-1,3-dione C1CCC12CN(CC2)CC2=C(C=C(CNC1=C3C(N(C(C3=CC=C1)=O)C1C(NC(CC1)=O)=O)=O)C=C2)C